C(C)C(COC1=CC=2CC(N3C(C2C2=C1OCC2)=CC(C(=C3)C(=O)O)=O)C(C)C)CC 4-(2-ethylbutoxy)-7-isopropyl-11-oxo-2,6,7,11-tetrahydro-1H-furo[2,3-H]pyrido[2,1-a]isoquinoline-10-carboxylic acid